C(C)OC1=CC(=NC=C1F)[C@H](C)N1C(C2=CC(=CC(=C2C2(C1)CC2)CN2C=CC=C2)CN2C(=NC=C2)NC)=O (S)-2'-(1-(4-Ethoxy-5-fluoropyridin-2-yl)ethyl)-7'-((2-(methylamino)-1H-imidazol-1-yl)methyl)-5'-(pyrrol-1-ylmethyl)-2',3'-dihydro-1'H-spiro[cyclopropan-1,4'-isoquinolin]-1'-one